Cl.Cl.ClC=1C=CC2=C(N(C=N2)CCC[C@H]2NCCC[C@@H]2O)C1 (2R,3S)-2-(3-(6-chloro-1H-benzo[d]imidazol-1-yl)propyl)piperidin-3-ol dihydrochloride